N-(12-amino-8-isopropyl-5-oxo-5,6,7,8-tetrahydrobenzo[c]pyrimido[5',4':4,5]pyrrolo[3,2-e]azepin-3-yl)-2-cyclopropylacetamide NC1=NC=NC2=C1C=1C3=C(C(NCC1N2C(C)C)=O)C=C(C=C3)NC(CC3CC3)=O